barium titanium salt [Ti].[Ba]